2-benzyl-1-methyl-5-(3-(4,4,5,5-tetramethyl-1,3,2-dioxaborolan-2-yl)propyl)-2-azabicyclo[3.2.0]heptane C(C1=CC=CC=C1)N1C2(CCC2(CC1)CCCB1OC(C(O1)(C)C)(C)C)C